NCCCN(CCCN)C N1-(3-aminopropyl)-N1-methylpropan-1,3-diamin